N'-(tert-butyldimethylsilyl)-2-((R or S)-1-((tert-butyldimethylsilyl)oxy)-2-hydroxypropan-2-yl)thiazole-5-sulfonimidamide [Si](C)(C)(C(C)(C)C)N=S(=O)(N)C1=CN=C(S1)[C@](CO[Si](C)(C)C(C)(C)C)(C)O |o1:16|